tert-butyl 4-(2-((6-methoxypyridin-3-yl)amino)-6-phenylpyrimidin-4-yl)-dihydropyridine-1(2H)-carboxylate COC1=CC=C(C=N1)NC1=NC(=CC(=N1)C1CCN(C=C1)C(=O)OC(C)(C)C)C1=CC=CC=C1